C(#N)CC(=C)C=C 2-(cyanomethyl)-1,3-butadiene